N1(CCC1)C[C@@H]1CC[C@H](CO1)NC1=C2C(=NC=C1OC)NC=C2C(=O)C2=C(C=C(C=C2)OC2=C(C=CC=C2)F)F (4-(((3R,6S)-6-(azetidin-1-ylmethyl)tetrahydro-2H-pyran-3-yl)amino)-5-methoxy-1H-pyrrolo[2,3-b]pyridin-3-yl)(2-fluoro-4-(2-fluorophenoxy)phenyl)methanone